trans-N-[5-[5-(3-aminocyclobutoxy)-2-methyl-4-pyridyl]pyrazolo[1,5-a]pyridin-2-yl]cyclopropanecarboxamide N[C@@H]1C[C@H](C1)OC=1C(=CC(=NC1)C)C1=CC=2N(C=C1)N=C(C2)NC(=O)C2CC2